(4aR,8aS)-6-(3-(2',4'-difluoro-[1,1'-biphenyl]-4-yl)azetidine-1-carbonyl)hexahydro-2H-pyrido[4,3-b][1,4]oxazin-3(4H)-one FC1=C(C=CC(=C1)F)C1=CC=C(C=C1)C1CN(C1)C(=O)N1C[C@@H]2[C@@H](OCC(N2)=O)CC1